OC(CC(=O)SCCNC(CCNC([C@@H](C(COP(OP(OC[C@@H]1[C@H]([C@H]([C@@H](O1)N1C=NC=2C(N)=NC=NC12)O)OP(=O)(O)O)(=O)O)(=O)O)(C)C)O)=O)=O)(CC(=O)O)C 3-hydroxy-3-meth-ylglutaryl-CoA